5-(5-((3,6-difluoro-4-oxo-4,5-dihydropyrazolo[1,5-a]quinoxalin-7-yl)methyl)-5,6-dihydropyrrolo[3,4-c]pyrrol-2(4H)-yl)-6-fluoro-N-methylpicolinamide FC=1C=NN2C1C(NC1=C(C(=CC=C21)CN2CC=1C(C2)=CN(C1)C=1C=CC(=NC1F)C(=O)NC)F)=O